C(CCCC)C1C(=O)OCC1 pentyl-γ-butyrolactone